N1(CCC1)C=1C2=C(N=C(N1)C)CN([C@H]2C)C(=O)[C@@H]2CN(CC2)C2=CC(=NC=C2)OC(F)F ((S)-4-(Azetidin-1-yl)-2,5-dimethyl-5,7-dihydro-6H-pyrrolo[3,4-d]pyrimidin-6-yl)((S)-1-(2-(difluoromethoxy)pyridin-4-yl)pyrrolidin-3-yl)methanone